benzyl 7-((methylsulfonyloxy)methyl)-1,4-oxazepane-4-carboxylate CS(=O)(=O)OCC1CCN(CCO1)C(=O)OCC1=CC=CC=C1